C(C)OC(=O)C1(CC1)SCC(=O)O 2-((1-(ethoxycarbonyl)cyclopropyl)thio)acetic acid